(p-vinylphenoxy)t-butyldimethylsilane C(=C)C1=CC=C(O[Si](C)(C)C(C)(C)C)C=C1